N1CC(C1)N(C(C1=CC=C(C(=O)N(C=2C=NNC2)C)C=C1)=O)C N1-(azetidin-3-yl)-N1,N4-dimethyl-N4-(1H-pyrazol-4-yl)terephthalamide